O=C1CC[C@@H]2[C@H](N(C[C@@H]21)C(=O)OC(C)(C)C)C(=O)OCC 2-(tert-butyl) 1-ethyl (1S,3aR,6aS)-4-oxohexahydrocyclopenta[c]pyrrole-1,2(1H)-dicarboxylate